ClC1=NC(=C(C=2N=C(N=C(C21)N2[C@@H](CCC2)C(C)O)SC)F)Cl 1-((S)-1-(5,7-dichloro-8-fluoro-2-(methylthio)pyrido[4,3-d]pyrimidin-4-yl)pyrrolidin-2-yl)ethan-1-ol